N-[2-[(6-formyl-1,4-dimethyl-6,7-dihydro-5H-cyclopenta[c]pyridin-3-yl)oxy]ethyl]carbamic acid tert-butyl ester C(C)(C)(C)OC(NCCOC1=C(C2=C(C(=N1)C)CC(C2)C=O)C)=O